methyl-6-oxaspiro[2.5]octane-1-carboxamide CC1(CC12CCOCC2)C(=O)N